2-(4-(2-(1-(4-fluorophenyl)ethyl)-2H-tetrazol-5-yl)-2-methoxyphenylsulphonamido)acetamide FC1=CC=C(C=C1)C(C)N1N=C(N=N1)C1=CC(=C(C=C1)S(=O)(=O)NCC(=O)N)OC